C(C)(C)(C)OC(NC1CCN(CC1)C1=NC(=C(C(=C1)O)Br)C1=CC(=C(C=C1)C#N)F)=O Tert-butyl(1-(5-bromo-6-(4-cyano-3-fluorophenyl)-4-hydroxypyridin-2-yl)piperidin-4-yl)carbamate